S1C(=NC2=C1C=CC=C2)C=2C(=C(C(=C(C#N)C2)N2C1=CC=CC=C1C=1C=CC=CC21)N2C1=CC=CC=C1C=1C=CC=CC21)N2C1=CC=CC=C1C=1C=CC=CC21 5-(benzo[d]thiazol-2-yl)-2,3,4-tri(9H-carbazol-9-yl)benzonitrile